C(C1=CC=C(O)C(O)=C1)(=O)O deoxygallic acid